COC1=C(C=CC(=C1)N1CCC(CC1)N1CCN(CC1)C)NC1=NC(=NC(=C1)N1OCC[C@@H]1C1=CC=CC=C1)N (R)-N4-(2-methoxy-4-(4-(4-methylpiperazin-1-yl)piperidin-1-yl)phenyl)-6-(3-phenylisoxazolidin-2-yl)pyrimidin-2,4-diamine